2-cyclopropoxy-5-(3-(4-methylpiperazin-1-yl)azetidin-1-yl)aniline Methylpiperidinyl-tert-butylcarbamate COC(N(C(C)(C)C)N1CCCCC1)=O.C1(CC1)OC1=C(N)C=C(C=C1)N1CC(C1)N1CCN(CC1)C